C(C1=CC=CC=C1)OC(C(=O)NNC(=O)C1=NC(=C(C=C1[N+](=O)[O-])C(F)(F)F)O)(CCC=C)C(F)(F)F N'-[2-Benzyloxy-2-(trifluoromethyl)hex-5-enoyl]-6-hydroxy-3-nitro-5-(trifluoromethyl)pyridine-2-carbohydrazide